ClC=1C=C(C=C2C=NNC12)F 7-chloro-5-fluoro-1H-indazole